COC(=O)C1=C(NC(=C1)C1=C2C(=NC=C1)N(C=C2)S(=O)(=O)C2=CC=CC=C2)C2=C(C=C(C=C2)F)C 2-(4-fluoro-2-methylphenyl)-5-[1-(benzenesulfonyl)-1H-pyrrolo[2,3-b]pyridin-4-yl]-1H-pyrrole-3-carboxylic acid methyl ester